17-fluoro-5-(4-methylpiperazin-1-yl)-7,12-dioxa-20,23,24-triazapentacyclo[17.5.2.12,6.013,18.022,25]heptacosa-1(24),2(27),3,5,13,15,17,19,21,25-decaene FC=1C=CC=C2OCCCCOC3=C(C=CC(C4=NNC5=CN=C(C12)C=C45)=C3)N3CCN(CC3)C